CC1=C(OCC2=C(C=C(C=C2)C2C=3C(NC(C2)=O)=NNC3)OC)C=CC(=C1)C 4-{4-[(2,4-Dimethylphenoxy)methyl]-3-methoxyphenyl}-2H,4H,5H,6H,7H-pyrazolo[3,4-b]pyridin-6-one